C(#C)C1=C(C=CC2=CC(NC(=C12)C1=C(C=2N=C(N=C(C2C=N1)N(C[C@H]1NCCCC1)C)N1CCN(CC1)C)F)=O)F (S)-8-ethynyl-7-fluoro-1-(8-fluoro-4-(methyl(piperidin-2-ylmethyl)amino)-2-(4-methylpiperazin-1-yl)pyrido[4,3-d]pyrimidin-7-yl)isoquinolin-3(2H)-one